1,4-Methano-1,4,4a,9a-tetrahydro-9H-fluorene C12C=CC(C3C4=CC=CC=C4CC13)C2